2-(2-(1-((R)-1-(2,6-dichloro-3-isopropoxyphenyl)ethyl)-1H-[1,2,3]triazolo[4,5-c]pyridin-6-yl)phenyl)propanoic acid ClC1=C(C(=CC=C1OC(C)C)Cl)[C@@H](C)N1N=NC=2C=NC(=CC21)C2=C(C=CC=C2)C(C(=O)O)C